2'-Chloro-N-(5-(3-chloro-6-(difluoromethyl)picolinoyl)-5,6-dihydro-4H-pyrrolo[3,4-d]thiazol-2-yl)-5'-methoxy-6-methyl-[4,4'-bipyridine]-3-carboxamide ClC1=NC=C(C(=C1)C1=C(C=NC(=C1)C)C(=O)NC=1SC2=C(N1)CN(C2)C(C2=NC(=CC=C2Cl)C(F)F)=O)OC